3-Amino-5-((2,6-dioxopiperidin-3-yl)amino)benzonitrile NC=1C=C(C#N)C=C(C1)NC1C(NC(CC1)=O)=O